FC1=CC=2N(C=C1C1CC(N(C(C1)([2H])[2H])S(=O)(=O)C1=CN=C(O1)C)([2H])[2H])N=CN2 5-((4-(7-fluoro-[1,2,4]triazolo[1,5-a]pyridin-6-yl)piperidin-1-yl-2,2,6,6-d4)sulfonyl)-2-methyloxazole